O1CCN(CC1)CC(=O)N1CC2=C(CC1)SC(=N2)NC(=O)[C@@H]2CNCC2 (S)-N-(5-(2-morpholinoacetyl)-4,5,6,7-tetrahydrothiazolo[4,5-c]pyridin-2-yl)pyrrolidine-3-carboxamide